C1(=CC=C(C=C1)N(C=1C=C(C(=CC1)C1=CC=C(C=C1)C1=CC=CC=C1)C1=CC=CC=C1)C1=CC=C(C=C1)C=1C2=CC=CC=C2C=2C=CC=CC2C1)C1=CC=CC=C1 biphenyl-4-yl-(4-phenanthrene-9-yl-phenyl)-[1,2':1',1'':4'',1''']quaterphenyl-4'-yl-amine